C(CCCCCCCCCCCCCCCCCCCC)(=O)OCC(OC(CCCCCCCCCCCCCCCC)=O)COP(=O)(O)OC[C@H](N)C(=O)O 1-heneicosanoyl-2-heptadecanoyl-glycero-3-phosphoserine